CSC1=CC=C(C=C1)SN1C(C2=CC=CC=C2C1=O)=O 2-((4-(methylthio)phenyl)thio)isoindoline-1,3-dione